di-n-butyl-glycine C(CCC)N(CC(=O)O)CCCC